N1N=C(C=C1)NC=1C=C(CC2=NC(=C3NC(=NC3=N2)C2CCCC2)C(=O)N)C=C(C1)F (3-((1H-pyrazol-3-yl)amino)-5-fluorobenzyl)-8-cyclopentyl-7H-purine-6-carboxamide